2-fluoro-N-(3-(pyridin-3-yl)-1-((2-(trimethylsilyl)ethoxy)methyl)-1H-indazol-5-yl)benzamide FC1=C(C(=O)NC=2C=C3C(=NN(C3=CC2)COCC[Si](C)(C)C)C=2C=NC=CC2)C=CC=C1